(R)-tert-butyl 4-(4-(4-([1,2,4]triazolo[1,5-a]pyridin-7-yloxy)-3-methylphenylamino)-7-bromopyrido[3,2-d]pyrimidin-6-yl)-2-(hydroxymethyl)piperazine-1-carboxylate N=1C=NN2C1C=C(C=C2)OC2=C(C=C(C=C2)NC=2C1=C(N=CN2)C=C(C(=N1)N1C[C@@H](N(CC1)C(=O)OC(C)(C)C)CO)Br)C